4,6-dichloro-2,5-bipyrimidine ClC1=NC(=NC(=C1)Cl)C=1C=NC=NC1